ClC1=NC=C2C=C(N=CC2=C1)NC(=O)[C@H]1[C@H](C1)F (1S,2S)-N-(7-chloro-2,6-naphthyridin-3-yl)-2-fluorocyclopropane-1-carboxamide